C(C1=CC=CC=C1)N1CCC(CC1)CCNC(=O)C1CCN(CC1)C1=CC(=C(C=C1)F)OC(F)(F)F N-[2-(1-benzylpiperidin-4-yl)ethyl]-1-[4-fluoro-3-(trifluoromethoxy)phenyl]piperidine-4-carboxamide